2,4-dichlorobenzofuro[3,2-d]pyrimidine ClC=1N=C(C2=C(N1)C1=C(O2)C=CC=C1)Cl